N-((1-methyl-1H-indol-5-yl)methylene)-2-methylpropane-2-sulfinamide CN1C=CC2=CC(=CC=C12)C=NS(=O)C(C)(C)C